BrC1=C(C=C2C(=NC(=NC2=C1F)Cl)N1CCC2(CC(CO2)O)CC1)Cl 8-(7-bromo-2,6-dichloro-8-fluoroquinazolin-4-yl)-8-aza-1-oxaspiro[4.5]decan-3-ol